BrC1=CC(=C(S1)C(=O)NC1CC(N(CC1)C(=O)OCCCC)C)F butyl 4-(5-bromo-3-fluorothiophene-2-amido)-2-methylpiperidine-1-carboxylate